ICC(CC(=O)O)CCC 3-(iodomethyl)hexanoic acid